N=1NN=NC1C=1C=CC2=C(N=C(C3=CC=NC=C23)NCCN2N=NC(=C2)CCN(C(C(F)(F)F)=O)CC2=CC(=C(C=C2)C2=CC=CC=C2)Cl)C1 N-(2-(1-(2-((8-(2H-tetrazol-5-yl)benzo[c][2,6]naphthyridin-5-yl)amino)ethyl)-1H-1,2,3-triazol-4-yl)ethyl)-N-((2-chloro-[1,1'-biphenyl]-4-yl)methyl)-2,2,2-trifluoroacetamide